O1COC2=C1C=CC(=C2)CNC(=O)C=2N=NC(=C(C2)C)N2CCC(CC2)OC=2C=NC(=CC2)OC N-(1,3-benzodioxol-5-ylmethyl)-6-{4-[(6-methoxypyridin-3-yl)oxy]piperidin-1-yl}-5-methylpyridazine-3-carboxamide